tert-butyl N-[(3R*,4R*)-3-hydroxy-4-piperidyl]carbamate O[C@@H]1CNCC[C@H]1NC(OC(C)(C)C)=O |o1:1,6|